C(CCC\C=C/C\C=C/C\C=C/C\C=C/CCCCC)(=O)OCCCCCC(OC(NCCOCCN(CC)C)=O)CCCCCOC(CCC\C=C/C\C=C/C\C=C/C\C=C/CCCCC)=O 12-(5-{[(5Z,8Z,11Z,14Z)-1-oxoicosa-5,8,11,14-tetraenyl] oxy} pentyl)-3-methyl-10-oxo-3,9-diaza-6,11-dioxaheptadecan-17-yl (5Z,8Z,11Z,14Z)-icosa-5,8,11,14-tetraenoate